(R)-(3-Aminopiperidin-1-yl)(2-(1-(pyridin-3-ylmethyl)-1H-indol-2-yl)-3,4-dihydro-5-oxa-1,2a-diazaacenaphthylen-7-yl)methanon N[C@H]1CN(CCC1)C(=O)C=1C=C2OCCN3C(=NC(C1)=C32)C=3N(C2=CC=CC=C2C3)CC=3C=NC=CC3